FC(C=1N=C(C2=CC=CC=C2C1)SCC(=O)C1=CC=CS1)(F)F 5-(2-((3-(trifluoromethyl)isoquinolin-1-yl)thio)acetyl)thiophen